3,5-difluoro-4-(methylamino)benzoic acid methyl ester COC(C1=CC(=C(C(=C1)F)NC)F)=O